[Si](C)(C)(C(C)(C)C)OCC=1C=C(C=CC1C)[C@H](CC(=O)OCC1=CC=CC=C1)C1=C(C2=C(N(N=N2)CC)C=C1)C (S)-benzyl 3-(3-(((tert-butyldimethylsilyl)oxy)methyl)-4-methylphenyl)-3-(1-ethyl-4-methyl-1H-benzo[d][1,2,3]triazol-5-yl)propanoate